2-(1-methyl-1H-pyrazol-4-yl)cyclopropane-1-Carboxamide Tert-Butyl-6-acetyl-2,6-diazaspiro[3.3]heptane-2-carboxylate C(C)(C)(C)OC(=O)N1CC2(C1)CN(C2)C(C)=O.CN2N=CC(=C2)C2C(C2)C(=O)N